C(C)(C)(C)C1=C(C(=CC(=C1)SSC1=CC(=C(C(=C1)C(C)(C)C)O)C(C)(C)C)C(C)(C)C)O 4,4'-Di-thiobis(2,6-di-tert-butylphenol)